(S)-N-(5-(1-(2-cyanopyrimidin-5-yl)-1,2,3,6-tetrahydropyridin-4-yl)-2-(3,4-dimethylpiperazin-1-yl)-4-fluorophenyl)-4-(difluoromethyl)-6-oxo-1,6-dihydropyridine-3-carboxamide C(#N)C1=NC=C(C=N1)N1CCC(=CC1)C=1C(=CC(=C(C1)NC(=O)C1=CNC(C=C1C(F)F)=O)N1C[C@@H](N(CC1)C)C)F